2-((2S)-1-acryloyl-4-(1,1-dimethyl-2'-(((S)-1-methylpyrrolidin-2-yl)methoxy)-5',8'-dihydro-6'H-spiro[isochroman-4,7'-quinazolin]-4'-yl)piperazin-2-yl)acetonitrile C(C=C)(=O)N1[C@H](CN(CC1)C1=NC(=NC=2CC3(CCC12)COC(C1=CC=CC=C13)(C)C)OC[C@H]1N(CCC1)C)CC#N